chloroacetyl-chloropropane isododecylethylhexanoate C(CCCCCCCCC(C)C)C(C(=O)O)(CCCC)CC.ClCC(=O)C(CC)Cl